10-(3-chloro-4-nitrophenoxy)-5-methoxy-2,3-dihydro-[1,4]dioxino[2,3-f]quinazoline ClC=1C=C(OC2=NC=NC3=CC(=C4C(=C23)OCCO4)OC)C=CC1[N+](=O)[O-]